O1C(=CC=C1)C=CC=1OC=CC1 difuranylethylene